C(C)(C)(C)OC(=O)N[C@@H](C)C1=NC=NN1C=1SC(=CN1)C(=O)OC methyl 2-[5-[(1S)-1-(tert-butoxycarbonylamino)ethyl]-1,2,4-triazol-1-yl]thiazole-5-carboxylate